5-[4-amino-5-(trifluoromethyl)pyrrolo[2,1-f][1,2,4]triazin-7-yl]-2-fluoro-N-(3-hydroxy-3-phenylpropyl)benzamide NC1=NC=NN2C1=C(C=C2C=2C=CC(=C(C(=O)NCCC(C1=CC=CC=C1)O)C2)F)C(F)(F)F